rac-N5,N5-dimethyl-2-((1S*,2S*)-2-(4-methylpyrimidin-2-yl)cyclopropyl)quinoline-5,7-diamine CN(C=1C=2C=CC(=NC2C=C(C1)N)[C@@H]1[C@H](C1)C1=NC=CC(=N1)C)C |r|